C(=O)(O)C(O)C(O)C(=O)[O-].[K+] (+)-potassium hydrogen tartrate